4-[4-benzyloxy-6-fluoro-1-(4-fluorophenyl) indol-3-yl]Benzyl benzoate C(C1=CC=CC=C1)(=O)OCC1=CC=C(C=C1)C1=CN(C2=CC(=CC(=C12)OCC1=CC=CC=C1)F)C1=CC=C(C=C1)F